5-chloro-3-(3-(methoxycarbonyl)-5-methyl-1H-pyrazol-1-yl)pyridinecarboxylic acid ClC=1C=C(C(=NC1)C(=O)O)N1N=C(C=C1C)C(=O)OC